NC=1C=C2C=CC(=CC2=CC1)C=1C=C(C=CC1)C1=C(C(C(=C1C1=CC(=CC=C1)C1=CC2=CC=C(C=C2C=C1)N)C1=CC=C(C=C1)O)=O)C1=CC=C(C=C1)O 3,4-bis(3-(6-aminonaphthalene-2-yl)phenyl)-2,5-bis(4-hydroxyphenyl)cyclopenta-2,4-dienone